(E)-1-phenylbut-3-en-1-one oxime C1(=CC=CC=C1)/C(/CC=C)=N/O